C1(CC1)C1=CC(=C(C=C1OC(C)C)N1CCN(CC1)CC=1SC2=C(N1)C=CC=C2)C=2N=NNN2 2-[[4-[4-cycloprop-yl-5-isopropoxy-2-(2H-tetrazol-5-yl)-phenyl]piperazin-1-yl]methyl]-1,3-benzothiazole